N-[(4-acetylmorpholin-3-yl)methyl]-3-{[8-(1-methyl-1H-indol-6-yl)quinoxalin-6-yl]amino}pyridine C(C)(=O)N1C(COCC1)CN1CC(=CC=C1)NC=1C=C2N=CC=NC2=C(C1)C1=CC=C2C=CN(C2=C1)C